FC1=C(C=CC(=C1)CS(=O)(=O)C)[C@@H]1COCCCN1C1=NC(=NC(=C1)C)N 4-[(R)-3-(2-fluoro-4-methylsulfonylmethyl-phenyl)-[1,4]oxazepan-4-yl]-6-methyl-pyrimidin-2-ylamine